2-(3-chloro-1-methyl-1-propenyl)-5,5-dimethyl-1,3-dioxane ClCC=C(C)C1OCC(CO1)(C)C